C[Si](C1=C(C=CC1)C(C)(C)C)(C1=C(C=CC1)C(C)(C)C)C dimethylbis(2-t-butylcyclopentadien-1-yl)silane